FC1CC(C1)NC(=O)C1=CC=C(C=N1)C=1C(CNCC1)C N-(3-fluorocyclobutyl)-3'-methyl-1',2',3',6'-tetrahydro-[3,4'-bipyridine]-6-carboxamide